The molecule is a dihydroflavonol that is the 2,3-dihydro derivative of fisetin. It has a role as an antiviral agent and a plant metabolite. It is a tetrahydroxyflavanone, a member of dihydroflavonols, a secondary alpha-hydroxy ketone and a member of 4'-hydroxyflavanones. It derives from a fisetin. C1=CC(=C(C=C1[C@@H]2[C@@H](C(=O)C3=C(O2)C=C(C=C3)O)O)O)O